N-(3-(1H-imidazol-1-yl)propyl)-7-(3-cyanophenyl)-5-phenylpyrazolo[1,5-a]pyrimidine-2-carboxamide N1(C=NC=C1)CCCNC(=O)C1=NN2C(N=C(C=C2C2=CC(=CC=C2)C#N)C2=CC=CC=C2)=C1